ClC=1C(=C(C=C(C1)F)[C@H](C)N1C(CNCC1)=O)CCl (S)-1-(1-(3-chloro-2-(chloromethyl)-5-fluorophenyl)ethyl)piperazin-2-one